C(C)N1CC2=C(N=C(N=C2O)O)C[C@]12CCCC1=CC=CC=C21 (7S)-6-ethylspiro[5,8-dihydropyrido[4,3-d]pyrimidine-7,1'-tetrahydronaphthalene]-2,4-diol